(Z)-2-methyl-N-(2-methylundecyl)undecan-1-imine oxide CC(\C=[N+](\CC(CCCCCCCCC)C)/[O-])CCCCCCCCC